N[C@H](CC1=C(C2=NC(=CC(=C2S1)NCC=1SC=CN1)Cl)C)CC(C)C 2-[(2S)-2-amino-4-methylpentyl]-5-chloro-3-methyl-N-[(1,3-thiazol-2-yl)methyl]thieno[3,2-b]pyridin-7-amine